4,5,6-trifluoro-N-(4-(4-(3-((tetrahydro-2H-pyran-4-yl)methyl)ureido)bicyclo[2.2.2]octan-1-yl)phenyl)isoindoline-2-carboxamide FC1=C2CN(CC2=CC(=C1F)F)C(=O)NC1=CC=C(C=C1)C12CCC(CC1)(CC2)NC(=O)NCC2CCOCC2